N-2-Hydroxyethylamin OCCN